2-amino-N-(4-hydroxy-bicyclo-[2.2.2]octan-1-yl)-5-(4-((1R,5S)-3-(tetrahydro-2H-pyran-4-yl)-3-azabicyclo[3.1.0]-hexan-1-yl)phenyl)nicotinamide fumarate dihydrate O.O.C(\C=C\C(=O)O)(=O)O.NC1=C(C(=O)NC23CCC(CC2)(CC3)O)C=C(C=N1)C1=CC=C(C=C1)[C@@]13CN(C[C@H]3C1)C1CCOCC1